C(C)(C)C=1C(=NNC1C=1C=C(C=2N(C1)N=CN2)OC)C2=CC=C(C=C2)[C@H](C)N(C(=O)[C@H]2N(CC2)C(=O)OC(C)(C)C)C tert-butyl (S)-2-(((S)-1-(4-(4-isopropyl-5-(8-methoxy-[1,2,4]triazolo[1,5-a]pyridin-6-yl)-1H-pyrazol-3-yl)phenyl)ethyl)(methyl) carbamoyl)azetidine-1-carboxylate